2-[2-(8-Hydroxyquinolin-5-yl)-vinyl]-6-methoxy-1-methylquinolinium trifluoromethanesulfonate FC(S(=O)(=O)[O-])(F)F.OC=1C=CC(=C2C=CC=NC12)C=CC1=[N+](C2=CC=C(C=C2C=C1)OC)C